(S)-3-(6-aminopyridin-3-yl)-2-(methylamino)propanoic acid NC1=CC=C(C=N1)C[C@@H](C(=O)O)NC